α-cumylperoxide C(C)(C)(C1=CC=CC=C1)OOC(C)(C)C1=CC=CC=C1